CN1C(CN(CC1)CCCOC1=CC=C(C=C1)OC1=CC(=CC=2N1C=NC2)C=2OC=NN2)=O 1-methyl-4-[3-[4-[7-(1,3,4-oxadiazol-2-yl)imidazo[1,5-a]pyridin-5-yl]oxyphenoxy]propyl]piperazin-2-one